phthalic acid, anhydride C1(C=2C(C(=O)O1)=CC=CC2)=O